methylenebis(4-methyl-6-t-butylphenyl) (2-t-butyl-4-methylphenyl) phosphite P1(OC2=C(C=C(C=C2C(C)(C)C)C)CC2=C(C(=CC(=C2)C)C(C)(C)C)O1)OC1=C(C=C(C=C1)C)C(C)(C)C